C1(=CC=CC2=CC=CC=C12)C=1C=C(C=CC1)B(O)O [3-(naphthalen-1-yl)phenyl]boronic acid